CC1(COC2=C(C=3N1C=NC3)C=C(C=C2)C(=O)N[C@H]2COCCC2)C (R)-5,5-Dimethyl-N-(tetrahydro-2H-pyran-3-yl)-5,6-dihydrobenzo[f]imidazo[1,5-d][1,4]oxazepine-10-carboxamide